N1=C(C=CC=C1)C1(CCC1)C([O-])=S pyridylcyclobutanethiocarboxylate